(1S,3S)-N-(6-((R)-1-cyanospiro[2.2]pentan-1-yl)isoquinolin-3-yl)-3-(difluoromethoxy)cyclobutane-1-carboxamide C(#N)[C@]1(CC12CC2)C=2C=C1C=C(N=CC1=CC2)NC(=O)C2CC(C2)OC(F)F